2-hydroxyethyl ((1-((3-((5-ethyl-2-methoxyphenyl) sulfonamido)-4-methoxybenzo[d]isoxazol-6-yl)methyl)-1H-pyrazol-4-yl)methyl)carbamate C(C)C=1C=CC(=C(C1)S(=O)(=O)NC1=NOC2=C1C(=CC(=C2)CN2N=CC(=C2)CNC(OCCO)=O)OC)OC